C1(CC1)CN1N=CC(=C1)C1=C(C(=O)O)C=C(C=C1F)NC(=O)C1(CC1)C1=C(C=C(C=C1)C(F)(F)F)F 2-[1-(Cyclopropylmeth-yl)-1H-pyrazol-4-yl]-3-fluoro-5-[({1-[2-fluoro-4-(trifluoromethyl)phenyl]cyclopropyl}carbonyl)amino]benzoic acid